2-benzylazetidin C(C1=CC=CC=C1)C1NCC1